benzo[d]imidazo[2,1-b]thiazole-7-carboxamide formate C(=O)O.N=1C=CN2C1SC1=C2C=CC(=C1)C(=O)N